N-(4-methoxyphenyl)propan-2-d-2-amine COC1=CC=C(C=C1)NC(C)(C)[2H]